ClCCCSCCCCl 3-chloro-1-propylsulfide